C12N(CCNC2C1)C1=NC=C(C#N)C=C1 6-(2,5-diazabicyclo[4.1.0]heptan-2-yl)nicotinonitrile